OC=1C=C2CCC(N(C2=NC1)C)=O 6-hydroxy-1-methyl-1,2,3,4-tetrahydro-1,8-naphthyridin-2-one